N-ethoxynicotinamide C(C)ONC(C1=CN=CC=C1)=O